5-bromovaleronitrile BrCCCCC#N